CC1=CC(=NC(=C1)C)NC1=NC=CC(=N1)C1=NN(C(=C1)C(=O)N[C@H](CO)C(C)C)C 3-{2-[(4,6-dimethylpyridin-2-yl)amino]pyrimidin-4-yl}-N-[(2S)-1-hydroxy-3-methylbutan-2-yl]-1-methyl-1H-pyrazole-5-carboxamide